ClC=1C=C(C=NC1N1N=CC=N1)NC(=O)[C@H]1CC(C2=C1C=NC=1N2N=C(C1)CC)(C)C (S)-N-(5-chloro-6-(2H-1,2,3-triazol-2-yl)pyridin-3-yl)-2-ethyl-8,8-dimethyl-7,8-dihydro-6H-cyclopenta[e]pyrazolo[1,5-a]pyrimidine-6-carboxamide